CC1=CC=C(C(=O)N2CCN(CC2)CC(=O)NC2=CC(=C(C(=C2)OC)OC)OC)C=C1 2-(4-(4-methylbenzoyl)piperazin-1-yl)-N-(3,4,5-trimethoxyphenyl)acetamide